(trans)-3-(hydroxymethyl)-2-methylazetidine-1-carboxylic acid tert-butyl ester C(C)(C)(C)OC(=O)N1[C@H]([C@@H](C1)CO)C